((((trans)-3-Hydroxycyclobutyl)methyl)amino)acetamide O[C@@H]1C[C@H](C1)CNCC(=O)N